(3R,7aS)-6-fluoro-3-phenyl-6-(phenylseleno)tetrahydro-3H,5H-pyrrolo[1,2-c]oxazol-5-one FC1(C[C@@H]2N([C@H](OC2)C2=CC=CC=C2)C1=O)[Se]C1=CC=CC=C1